NC1=C2C(=NC=N1)N(N=C2C#CC=2C(=CC1=C(N=C(O1)NCC)C2)F)[C@@H]2CN(CC2)C(C=C)=O (S)-1-(3-(4-amino-3-((2-(ethylamino)-6-fluorobenzo[d]oxazol-5-yl)ethynyl)-1H-pyrazolo[3,4-d]pyrimidin-1-yl)pyrrolidin-1-yl)prop-2-en-1-one